C1N(CCC2=CC=CC=C12)C(=O)C1=C(C(=C(C=C1O)O)C)OCC=1C=C(C=CC1)C 3,4-dihydro-1H-isoquinolin-2-yl-[4,6-dihydroxy-3-methyl-2-(m-tolylmethoxy)phenyl]methanone